C(C)(=O)N(NC(C)=O)C(CCCCC(=O)NN)=O N,N'-diacetyl-adipic dihydrazide